6-HYDROXYQUINOLINE-8-BORONIC ACID OC=1C=C2C=CC=NC2=C(C1)B(O)O